NCCC=1C=CC(=NC1)C1=C(C=C(C#N)C=C1)OC=1N(N=C(C1)CCC)C 4-[5-(2-aminoethyl)pyridin-2-yl]-3-(2-methyl-5-propylpyrazol-3-yl)oxybenzonitrile